C1(CCC1)CC=1C=NC=CC1C(=O)OC Methyl 3-(cyclobutylmethyl)pyridine-4-carboxylate